C(C)(C)(C)OC(=O)N1[C@H]([C@@H](C[C@@H]1C(NC1=NC=CC=C1)=O)CO[Si](C1=CC=CC=C1)(C1=CC=CC=C1)C(C)(C)C)C#C.NN1/C(/SCC1=O)=N/C1=C(C=CC=C1)C(C)C (2Z)-3-amino-2-(2-isopropylphenyl)iminothiazolidin-4-one tert-butyl-(2R,3R,5R)-3-(((tert-butyldiphenylsilyl)oxy)methyl)-2-ethynyl-5-(pyridin-2-ylcarbamoyl)pyrrolidine-1-carboxylate